(Z)-2-cyano-3-hydroxy-3-(1-methyl-1H-1,2,3-triazol-5-yl)-N-(4-(trifluoromethyl)phenyl)acrylamide tert-butyl-4,4-difluoro-3-(2-(hydroxymethyl)pyridin-4-yl)piperidine-1-carboxylate C(C)(C)(C)OC(=O)N1CC(C(CC1)(F)F)C1=CC(=NC=C1)CO.C(#N)/C(/C(=O)NC1=CC=C(C=C1)C(F)(F)F)=C(\C1=CN=NN1C)/O